CCCCCCCCCCCCCCCCCC(=O)OC[C@H](COP(=O)(O)OC[C@@H](C(=O)O)N)OC(=O)CCCCCCCCCCC/C=C\C/C=C\CCCCC 1-octadecanoyl-2-(13Z,16Z-docosadienoyl)-glycero-3-phosphoserine